FC1=C(C=CC(=N1)C(=O)NC)N1CCN(CC1)C([2H])([2H])C=1C=C2NC(C(=NC2=CC1)OC)=O 6-fluoro-5-(4-((2-methoxy-3-oxo-4H-quinoxalin-6-yl)methyl-d2)piperazin-1-yl)-N-methyl-Pyridine-2-carboxamide